Cl[Si](C)(C)C(C)(C)C Chlorotert-butyldimethyl-silane